1'-(2-[(2-acetyl-1,2,3,4-tetrahydroisoquinolin-6-yl)oxy]ethyl)-5-chloro-1,2-dihydrospiro[indole-3,4'-piperidin]-2-one C(C)(=O)N1CC2=CC=C(C=C2CC1)OCCN1CCC2(CC1)C(NC1=CC=C(C=C12)Cl)=O